5-(4-tert-butyl-phenyl)-dihydropyrazole C(C)(C)(C)C1=CC=C(C=C1)C1=CCNN1